N1=CC=C(C=C1)C(CCCCC)O 1-(pyridin-4-yl)hexan-1-ol